C1(CCC1)CN1CC(N(CC1)CC1=C2C=CN(C2=C(C=C1OC)C)C(=O)OC(C)(C)C)C1=CC=C(C=C1)C(=O)OC tert-butyl 4-((4-(cyclobutylmethyl)-2-(4-(methoxycarbonyl)phenyl)piperazin-1-yl)methyl)-5-methoxy-7-methyl-1H-indole-1-carboxylate